ClC=1C=C(C=NC1N1N=CC=N1)NC(=O)C=1C=NN(C1C(F)(F)F)C1=C(C(=C(C=C1)F)F)F N-(5-chloro-6-(2H-1,2,3-triazol-2-yl)pyridin-3-yl)-5-(trifluoromethyl)-1-(2,3,4-trifluorobenzeneYl)-1H-pyrazole-4-carboxamide